rac-4-(3-chloro-2-fluoro-6-hydroxyphenyl)-1-(3-hydroxypropyl)pyrrolidine-2-thione ClC=1C(=C(C(=CC1)O)[C@H]1CC(N(C1)CCCO)=S)F |r|